4-nitro-N-(tert-butoxycarbonyl)-phenylalanine [N+](=O)([O-])C1=CC=C(C[C@H](NC(=O)OC(C)(C)C)C(=O)O)C=C1